ribo-2-hexulose OCC(=O)[C@H](O)[C@H](O)[C@H](O)CO